N1(N=NC=C1)CCN(CC(=O)NC=1C=CC(=NC1Cl)C(=O)O)C(=O)OC(C)(C)C 5-(2-((2-(1H-1,2,3-triazol-1-yl)ethyl)(tert-butoxycarbonyl)amino)acetamido)-6-chloropicolinic acid